ClC1=CC=CC(=N1)C1=NC(=NC(=N1)NC(C)C)NC=1C(=NC=CC1)C#N (4-(6-chloropyridin-2-yl)-6-(isopropylamino)-1,3,5-triazin-2-ylamino)picolinonitrile